methyl 3'-(methylthio)-[1,1'-biphenyl]-4-carboxylate CSC=1C=C(C=CC1)C1=CC=C(C=C1)C(=O)OC